4-(3-Amino-3-methylbutanoyl)-N-(1-(4-((4-carbamimidoylpiperazin-1-yl)methyl)phenyl)-2-oxo-1,2-dihydropyrimidin-4-yl)piperazine-1-carboxamide hydrochloride salt Cl.NC(CC(=O)N1CCN(CC1)C(=O)NC1=NC(N(C=C1)C1=CC=C(C=C1)CN1CCN(CC1)C(N)=N)=O)(C)C